(S)-6-ethyl-N-((S)-1-(5-(1-methyl-2-oxo-1,2-dihydroquinolin-6-yl)oxazol-2-yl)-7-oxononyl)-6-azaspiro[2.5]octane-1-carboxamide C(C)N1CCC2(C[C@@H]2C(=O)N[C@@H](CCCCCC(CC)=O)C=2OC(=CN2)C=2C=C3C=CC(N(C3=CC2)C)=O)CC1